FC(C1=CC=C(C=N1)OC=1C(=NC=CN1)C=1CCN(CC1)C(=O)OC(C)(C)C)(F)F tert-butyl 4-(3-{[6-(trifluoromethyl)pyridin-3-yl]oxy}pyrazin-2-yl)-3,6-dihydro-2H-pyridine-1-carboxylate